O=C1CCC(CC1)CC#N 2-(4-oxo-cyclohexyl)acetonitrile